N-capryloyl-phenylalanine C(CCCCCCC)(=O)N[C@@H](CC1=CC=CC=C1)C(=O)O